N[C@@]1(C([C@@H](CC1)NC=1C=2N(N=CC1C(=NC1=C(C=C(C=C1)O[Si](C)(C)C(C)(C)C)CC)N)C=C(C2)Br)(C)C)C 4-[[(1R,3S)-3-amino-2,2,3-trimethyl-cyclopentyl]amino]-6-bromo-N'-[4-[tert-butyl-(dimethyl)silyl]oxy-2-ethyl-phenyl]pyrrolo[1,2-b]pyridazine-3-carboxamidine